C(C)[Al](CC)CC trisEthyl-aluminum